(S*)-2-amino-3-(2-oxo-1,2-dihydropyridin-3-yl)propanamide hydrochloride Cl.N[C@H](C(=O)N)CC=1C(NC=CC1)=O |o1:2|